BrC1=NN2C(N3C(=C(C2=O)N2CCN(CC2)C(=O)OC(C)(C)C)CC[C@@H]3C(=O)OCC)=N1 |r| Ethyl rac-2-bromo-6-(4-(tert-butoxycarbonyl) piperazin-1-yl)-5-oxo-5,7,8,9-tetrahydropyrrolo[1,2-c][1,2,4]triazolo[1,5-a]pyrimidine-9-carboxylate